8-(4-Fluoro-2-methylphenyl)-9-(4-((1-(3-fluoropropyl)azetidin-3-yl)methyl)phenyl)-6,7-dihydro-5H-benzo[7]annulen FC1=CC(=C(C=C1)C=1CCCC2=C(C1C1=CC=C(C=C1)CC1CN(C1)CCCF)C=CC=C2)C